CCCC(C)=O methyl-3-butanal